N-(2-(diethylamino)-2-phenylethyl)-3,3,5-trimethyl-2,3-dihydro-1H-pyrrolo[3,2-b]pyridine-1-carboxamide C(C)N(C(CNC(=O)N1CC(C2=NC(=CC=C21)C)(C)C)C2=CC=CC=C2)CC